(7S,16R)-9-(2,6-difluorophenyl)-16-fluoro-3,7-dimethyl-13-oxa-18-thia-2,4,5,8-tetrazatetracyclo[8.8.0.02,6.011,17]octadeca-1(10),3,5,8,11(17)-pentaene FC1=C(C(=CC=C1)F)C1=N[C@H](C2=NN=C(N2C=2SC=3[C@@H](CCOCC3C12)F)C)C